Bocmethylamine C(=O)(OC(C)(C)C)CN